C(C)(C)(C)N(C(O)=O)[C@@H]1CNCC[C@H]1OC.N1CCC(CC1)NC1=CC=CC(=N1)S(=O)(=O)NC1=NC(=C(C=C1)C(F)(F)F)C1=C(C=CC=C1)C |r| 6-(piperidin-4-ylamino)-N-(6-(o-tolyl)-5-(trifluoromethyl)pyridin-2-yl)pyridine-2-sulfonamide (+/-)-tert-Butyl-((trans)-4-methoxypiperidin-3-yl)carbamate